CC=1C=CC(=C2C=CC(=NC12)C=1SC2=C(C1C)C=CC=C2)O[C@H](C)C2=CC=CC=C2 8-Methyl-2-(3-methyl-1-benzothiophen-2-yl)-5-[(1R)-1-phenylethoxy]quinoline